n-methylformamide CNC=O